methyl 1-(2-(4-((methyl (3-((methylsulfonyl) oxy) propyl) amino) methyl) phenoxy) ethyl)-1H-indole-6-carboxylate CN(CCCOS(=O)(=O)C)CC1=CC=C(OCCN2C=CC3=CC=C(C=C23)C(=O)OC)C=C1